1-cyclobutyl-N-((5-phenyl-1,3,4-thiadiazol-2-yl)methyl)-1H-1,2,3-triazole-4-carboxamide C1(CCC1)N1N=NC(=C1)C(=O)NCC=1SC(=NN1)C1=CC=CC=C1